NC1=C(C=C2C(=N1)C=C(N2)CN2C(C1=CC(=CC(=C1[C@@]21C(N(CC1)C)=O)OC)F)=O)F (S)-2-((5-amino-6-fluoro-1H-pyrrolo[3,2-b]pyridin-2-yl)methyl)-5-fluoro-7-methoxy-1'-methyl-spiro[isoindoline-1,3'-pyrrolidine]-2',3-dione